O=CCCCCCCCCCCCCCNC(OC(C)(C)C)=O tert-butyl (14-oxotetradecyl)carbamate